FC1=C(C(=C(C=C1OC)OC)F)N1C(N(C2=C(C1)C=NC(=C2)C=2C=NC(=CC2)N2CCOCC2)CC)=O 3-(2,6-difluoro-3,5-dimethoxyphenyl)-1-ethyl-7-(6-morpholinopyridin-3-yl)-3,4-dihydropyrido[4,3-d]pyrimidin-2(1H)-one